5'-chloro-[1,1':3',1''-terphenyl]-4',6'-dicarbonitrile ClC=1C(=C(C=C(C1C#N)C1=CC=CC=C1)C1=CC=CC=C1)C#N